C(C)(C)OC=1C=C(C=CC1)C1(CCOCC1)C(=O)O 4-(3-isopropoxyphenyl)tetrahydropyran-4-carboxylic acid